trimethylethanolamine pelargonate C(CCCCCCCC)(=O)OC(C(N)C)(C)C